9-(2-Phenylpropan-2-yl)-7,9-diazatricyclo[3.3.1.02,4]nonane-7-carboxylic acid tert-butyl ester C(C)(C)(C)OC(=O)N1CC2C3CC3C(C1)N2C(C)(C)C2=CC=CC=C2